C(C)(C)(C)OC(=O)N1C2=C(OC(C1)(C)C#N)C(=CC=C2)Br 8-bromo-2-cyano-2-methyl-2,3-dihydro-4H-benzo[b][1,4]oxazine-4-carboxylic acid tert-butyl ester